(14Z,17Z)-pentyl 4-(2-((tert-butyldiphenylsilyl)oxy)ethyl)tricosa-14,17-dienoate [Si](C1=CC=CC=C1)(C1=CC=CC=C1)(C(C)(C)C)OCCC(CCC(=O)OCCCCC)CCCCCCCCC\C=C/C\C=C/CCCCC